3-(6-(4-(piperazin-1-yl)phenyl)furo[3,2-b]pyridin-3-yl)-N-(p-tolyl)benzamide N1(CCNCC1)C1=CC=C(C=C1)C=1C=C2C(=NC1)C(=CO2)C=2C=C(C(=O)NC1=CC=C(C=C1)C)C=CC2